2-(5-chloro-1,3-dihydro-isoindol-2-yl)-8-(1-hydroxyethyl)-3,6-dimethylquinazolin-4-one ClC=1C=C2CN(CC2=CC1)C1=NC2=C(C=C(C=C2C(N1C)=O)C)C(C)O